O=CCS(=O)(=O)[O-] 2-oxoethane-1-sulfonate